FC1(CC(C1)C(C1=NC=CC(=C1)OC1=C(C=C(C=O)C=C1F)F)(F)F)F 4-((2-((3,3-difluorocyclobutyl)difluoromethyl)pyridin-4-yl)oxy)-3,5-difluorobenzaldehyde